(3-(methylsulfonyl)-4-((1-(methylsulfonyl)piperidin-4-yl)methoxy)phenyl)methanol CS(=O)(=O)C=1C=C(C=CC1OCC1CCN(CC1)S(=O)(=O)C)CO